ethyl 5-chloro-1-(2,6-difluorobenzyl)-4-(2-(((1-fluorocyclopropyl)methyl)amino)ethyl)-1H-pyrazole-3-carboxylate ClC1=C(C(=NN1CC1=C(C=CC=C1F)F)C(=O)OCC)CCNCC1(CC1)F